3-[[4-[(2R)-2-amino-4,4-dimethyl-pentoxy]-6-(2-isopropyl-6-methyl-phenyl)-5-methyl-pyrimidin-2-yl]sulfamoyl]benzoic acid N[C@@H](COC1=NC(=NC(=C1C)C1=C(C=CC=C1C)C(C)C)NS(=O)(=O)C=1C=C(C(=O)O)C=CC1)CC(C)(C)C